[Cl-].C(CC)[N+]1(CCCCC1)CCCC 1-propyl-1-butylpiperidinium chloride